1-(azetidin-3-yl)-1-[[7-(diethylaminomethyl)-6,8-dimethyl-2-oxo-1H-quinolin-3-yl]methyl]-3-(4-ethoxyphenyl)thiourea HCl salt Cl.N1CC(C1)N(C(=S)NC1=CC=C(C=C1)OCC)CC=1C(NC2=C(C(=C(C=C2C1)C)CN(CC)CC)C)=O